N'-(2-fluorophenyl)-3-pyridineformylhydrazine FC1=C(C=CC=C1)NNC(=O)C=1C=NC=CC1